[2-[4-[2-chloro-4-[[5-[4-(difluoromethoxy)-2-fluoro-phenyl]-1-methyl-imidazole-2-carbonyl]amino]benzoyl]piperazin-1-yl]-2-oxo-ethyl]-trimethyl-ammonium ClC1=C(C(=O)N2CCN(CC2)C(C[N+](C)(C)C)=O)C=CC(=C1)NC(=O)C=1N(C(=CN1)C1=C(C=C(C=C1)OC(F)F)F)C